(2,3-dihydro-[1,4]dioxino[2,3-b]pyridin-6-yl)ethan-1-one O1CCOC2=NC(=CC=C21)C(C)=O